OC=1C(=C(C(=CC1)C)C1=CC2=C(N=C(N=C2)NC2=NC=C(C=C2)OC)N(C1=O)C)C 6-(3-hydroxy-2,6-dimethyl-phenyl)-2-[(5-methoxy-2-pyridyl)amino]-8-methyl-pyrido[2,3-d]pyrimidin-7-one